NC1=C2C(=C3C(=N1)C=C(N3COCC[Si](C)(C)C)C(=O)N(C)[C@@H]3COC1(C4=CC(=CC=C34)Br)CC1)COC2 (S)-5-amino-N-(7'-bromospiro[cyclopropane-1,1'-isochroman]-4'-yl)-N-methyl-1-((2-(trimethylsilyl)ethoxy)methyl)-6,8-dihydro-1H-furo[3,4-d]pyrrolo[3,2-b]pyridine-2-carboxamide